oxazol-5-ylmethyl (3-fluoro-4-(6-(methylsulfonyl)-6-azaspiro[3.4]octan-2-yl)phenyl)carbamate FC=1C=C(C=CC1C1CC2(C1)CN(CC2)S(=O)(=O)C)NC(OCC2=CN=CO2)=O